Cl.S1N=CC(=N1)CN [1,2,5]thiadiazol-4-ylmethanamine hydrochloride